N12C[C@H](C(CC1)CC2)OC(N[C@@H]2C(CC1=CC(=C(C=C21)OCC)C2=CC=C(C=C2)OCCC)(C)C)=O (S)-quinuclidin-3-yl((R)-6-ethoxy-2,2-dimethyl-5-(4-propoxyphenyl)-2,3-dihydro-1H-inden-1-yl)carbamate